6-(5-chloro-2-(((1S*,2S*,3R*,5R*)-2-hydroxy-8-oxabicyclo[3.2.1]octan-3-yl)amino)pyrimidin-4-yl)-4-fluoro-2-(2-hydroxypropan-2-yl)-1-isopropyl-1H-indole-3-carbonitrile ClC=1C(=NC(=NC1)N[C@H]1[C@@H]([C@@H]2CC[C@H](C1)O2)O)C2=CC(=C1C(=C(N(C1=C2)C(C)C)C(C)(C)O)C#N)F |o1:8,9,10,13|